(S)-2-(3-fluoro-5-isopropyl-2-methoxyphenyl)-2-((R)-3-((6-((R)-1,2,3,4-tetrahydro-1,8-naphthyridin-2-yl)hexyl)oxy)pyrrolidin-1-yl)acetic acid FC=1C(=C(C=C(C1)C(C)C)[C@@H](C(=O)O)N1C[C@@H](CC1)OCCCCCC[C@H]1NC2=NC=CC=C2CC1)OC